(1R,2R)-N-[7-chloro-6-[4-((3S,4S)-4-fluoro-3-methyl-tetrahydrofuran-3-yl)piperazin-1-yl]-3-isoquinolyl]-2-(difluoromethyl)cyclopropanecarboxamide ClC1=C(C=C2C=C(N=CC2=C1)NC(=O)[C@H]1[C@@H](C1)C(F)F)N1CCN(CC1)[C@]1(COC[C@H]1F)C